C1(CC1)CN1C(=CC2=CC=CC=C12)C1=NC=2C=C(C=C3OCCN1C23)C(=O)N2C[C@@H](CCC2)NC(OC(C)(C)C)=O tert-butyl (R)-(1-(2-(1-(cyclopropylmethyl)-1H-indol-2-yl)-3,4-dihydro-5-oxa-1,2a-diazaacenaphthylene-7-carbonyl)piperidin-3-yl)carbamate